Cl.CN1CCC(CC1)OC=1C=C(C=2CNCC2C1)N[C@H]1COCC1 (R)-6-((1-Methylpiperidin-4-yl)oxy)-N-(tetrahydrofuran-3-yl)isoindolin-4-amine hydrochloride